C1(CC1)N1C(=NN=C1)C1=CC=CC(=N1)N1NC2=CC=CC=C2C1=O 2-(6-(4-cyclopropyl-4H-1,2,4-triazol-3-yl)pyridin-2-yl)-1,2-dihydro-3H-indazol-3-one